CC=1C=CC2=C(C3=C(C=N2)C=CC=C3)C1C dimethyldibenzoazainine